N[C@H](C(C(=O)NC)O)C[C@H]1C(N[C@@H](C1)C)=O (3S)-3-amino-2-hydroxy-N-methyl-4-((3R,5R)-5-methyl-2-oxopyrrolidin-3-yl)butanamide